S(=O)(=O)(O)OC1=C(C(=C(C=C1)C=CC1=CC=CC=C1)C=CC1=CC=CC=C1)C=CC1=CC=CC=C1 tristyrylphenol sulphate